ClC=1C=CC(=NC1)CCC(=O)O 3-(5-chloropyridin-2-yl)propanoic acid